ClC=1C=C2C=NN3C(C2=CC1)=NN=N3 8-Chlorotetrazolo[5,1-a]phthalazine